C1(CC1)N1CCN(CC1)C1=C(C=O)C=CC(=C1)C(F)(F)F 2-(4-cyclopropylpiperazin-1-yl)-4-(trifluoromethyl)benzaldehyde